C(C)OC(C(CN1CC=CC=C1)=O)=O 1-(3-ethoxy-2,3-dioxopropyl)pyridine